FC1([C@@H]2NCC[C@H]1CNC2)F (1R,5S)-9,9-difluoro-2,7-diazabicyclo[3.3.1]nonan